3-chloro-N-(1-(6,7-difluoro-1-oxo-1,2-dihydroisoquinolin-4-yl)ethyl)-N-methyl-1H-indole-2-carboxamide ClC1=C(NC2=CC=CC=C12)C(=O)N(C)C(C)C1=CNC(C2=CC(=C(C=C12)F)F)=O